BrC=1C=C(C(=NC1)C1=CC=C(N=N1)N(C1CC(NC(C1)(C)C)(C)C)C)OC 6-(5-bromo-3-methoxypyridin-2-yl)-N-methyl-N-(2,2,6,6-tetramethylpiperidin-4-yl)pyridazin-3-amine